8-methoxy-2-methyl-6-(3-methylpyrrolidin-3-yl)pyrido[4,3-d]pyrimidine-7(6H)-one COC=1C(N(C=C2C1N=C(N=C2)C)C2(CNCC2)C)=O